C1(=C(C=CC=C1)N[C@H]1[C@@H](CCCC1)N)C trans-N-tolyl-1,2-diaminocyclohexane